4-chloro-N-cyclopropyl-3-[2-cyclopropyl-7-(dimethylamino)-5-oxo-[1,3]thiazolo[4,5-d]pyrimidin-4-yl]benzamide ClC1=C(C=C(C(=O)NC2CC2)C=C1)N1C(N=C(C2=C1N=C(S2)C2CC2)N(C)C)=O